6-bromo-4-[7-fluoro-2-(oxan-2-yl)indazol-4-yl]-8-methoxy-2-[(4-methoxyphenyl)methoxy]-1,7-phenanthroline-3-amine BrC=1C=C2C(=C(C(=NC2=C2C=CC(=NC12)OC)OCC1=CC=C(C=C1)OC)N)C=1C2=CN(N=C2C(=CC1)F)C1OCCCC1